N-(2-amino-2-methylpropyl)-6-(3-methyl-6-(trifluoromethoxy)-1H-indol-2-yl)pyrazine-2-carboxamide NC(CNC(=O)C1=NC(=CN=C1)C=1NC2=CC(=CC=C2C1C)OC(F)(F)F)(C)C